5-((1-(tert-butyl)-3-((1s,3s)-3-hydroxycyclobutyl)-1H-pyrazol-5-yl)amino)-1,3-dihydrobenzo[c]thiophene 2,2-dioxide C(C)(C)(C)N1N=C(C=C1NC1=CC2=C(CS(C2)(=O)=O)C=C1)C1CC(C1)O